C(C)(C)(C)N1CCN2N=C(C=C21)NC=2N(C=1C(=NC=C(C1C#N)OC1=CC(=NC=C1)NC(OC)=O)N2)C methyl (4-((2-((1-(tert-butyl)-2,3-dihydro-1H-imidazo[1,2-b]pyrazol-6-yl)amino)-7-cyano-1-methyl-1H-imidazo[4,5-b]pyridin-6-yl)oxy)pyridin-2-yl)carbamate